C1(CC1)C(=O)NC1=C(C2=C(N(CCC2)C(=O)OC(C)(C)C)S1)C(NCC1CC1)=O tert-Butyl 2-(cyclopropanecarbonylamino)-3-(cyclopropylmethylcarbamoyl)-5,6-dihydro-4H-thieno[2,3-b]pyridine-7-carboxylate